OC1=CC(=CC2=CC=CC(=C12)S(=O)(=O)O)S(=O)(=O)O 1-hydroxynaphthalene-3,8-disulfonic acid